BrC1=NN2C(N=C(C=C2NCC2(CNC2)C2=CC=C(C=C2)F)C(F)(F)F)=C1 2-bromo-N-((3-(4-fluorophenyl)azetidin-3-yl)methyl)-5-(trifluoromethyl)pyrazolo[1,5-a]pyrimidin-7-amine